7-fluoro-4-(4-fluoro-2-methoxy-5-nitrophenoxymethyl)-1,3-benzothiazole FC1=CC=C(C=2N=CSC21)COC2=C(C=C(C(=C2)[N+](=O)[O-])F)OC